4-Phenyl-2-[1-(2-phenylethyl)piperidin-4-yl]-2,3-dihydropyridazin-3-on Hydrochlorid Cl.C1(=CC=CC=C1)C=1C(N(N=CC1)C1CCN(CC1)CCC1=CC=CC=C1)=O